(1R,2S)-1'-ethyl-2-(1H-indazol-6-yl)-5'-methoxyspiro[cyclopropane-1,3'-indol]-2'-one C(C)N1C([C@@]2(C3=CC(=CC=C13)OC)[C@@H](C2)C2=CC=C1C=NNC1=C2)=O